C(C)OC(=O)[C@H]1N([C@H]2C(C[C@@H]1C2)=O)C(=O)OC(C)(C)C (1r,3s,4s)-6-oxo-2-azabicyclo[2.2.1]Heptane-2,3-dicarboxylic acid 2-tert-butyl 3-ethyl ester